C(C1=CC=CC=C1)OC1=C(N=CC2=C(C=CC=C12)C(F)(F)F)C(=O)OC methyl 4-(benzyloxy)-8-(trifluoromethyl)isoquinoline-3-carboxylate